ethyl 4-[[(1S)-2-hydroxy-1-phenyl-ethyl]amino]-2-[(1-oxo-2,3,4,5-tetrahydro-2-benzazepin-7-yl)amino]pyrimidine-5-carboxylate OC[C@H](C1=CC=CC=C1)NC1=NC(=NC=C1C(=O)OCC)NC=1C=CC2=C(CCCNC2=O)C1